C1=CC=C(C=C1)C2=CC=CC=C2C3=CC=CC=C3C4=CC=CC=C4 o,o-Quaterphenyl